C1CCC2=C(C=3CCCC3C=C12)NC(=O)N=S(=O)(N)C=1SC=C(N1)C(C)(C)O N'-(1,2,3,5,6,7-hexahydro-s-indacen-4-ylcarbamoyl)-4-(2-hydroxypropan-2-yl)thiazole-2-sulfonimidamide